C1(CC1)CNC(C=1C=C(C=CC1)[NH-])C1=CC2=CC=CC=C2C=C1 {3-[(cyclopropylmethyl-amino)-naphthalen-2-yl-methyl]-phenyl}-amide